C(C)(=O)C1=C(C=CC2=C1N(C(=N2)NC(CC(C)(C2=CC=CC=C2)O)=O)C2(CCC2)C)F N-(7-acetyl-6-fluoro-1-(1-methylcyclobutyl)-1H-benzo[d]imidazol-2-yl)-3-hydroxy-3-phenylbutanamide